OC1=CC=C(C=C1)C(C)(C)C 1-HYDROXY-4-TERT-BUTYLBENZENE